1-(6-butyl-3-(7-fluorobenzofuran-5-yl)pyrazin-2-yl)piperidine-4-carboxylic acid C(CCC)C1=CN=C(C(=N1)N1CCC(CC1)C(=O)O)C=1C=C(C2=C(C=CO2)C1)F